C(C)(C)(C)OC(=O)NC1(CCN(CC1)C1=NC(=CC=C1)S(NC1=NC(=C(C=C1)Cl)C1=C(C=CC=C1C)C)(=O)=O)C(=O)O 4-{[(tert-butoxy)carbonyl]Amino}-1-(6-{[5-chloro-6-(2,6-dimethylphenyl)pyridin-2-yl]}Sulfamoyl-pyridine-2-yl)piperidine-4-carboxylic acid